2-((2-amino-7-fluoro-1,5-naphthyridin-4-yl)amino)-2-methylhexan-1-ol NC1=NC2=CC(=CN=C2C(=C1)NC(CO)(CCCC)C)F